(2S)-2-{[(benzyloxy)carbonyl]amino}propanoate C(C1=CC=CC=C1)OC(=O)N[C@H](C(=O)[O-])C